CC(CC(C(=O)O)=O)CO 4-Methyl-5-Hydroxy-2-oxopentanoic acid